IC=1C=C(C=CC1)N(C(C(=O)OC(C)(C)C)(C)C)C tert-butyl 2-[(3-iodophenyl)(methyl)amino]-2-methylpropanoate